C1(=CC=CC=C1)S[O-] benzenesulfenate